cis-6-fluoro-N-(4-hydroxy-4-methylcyclohexyl)-8-(2-(2,2,2-trifluoroethoxy)phenyl)imidazo[1,2-a]pyridine-2-carboxamide FC=1C=C(C=2N(C1)C=C(N2)C(=O)NC2CCC(CC2)(C)O)C2=C(C=CC=C2)OCC(F)(F)F